3-(2,6-difluoro-3,5-dimethoxyphenyl)-1-ethyl-8-[(2-oxopyridin-1(2H)-yl)methyl]-1,3,4,7-tetrahydro-2H-pyrrolo[3',2':5,6]pyrido[4,3-d]pyrimidin-2-one FC1=C(C(=C(C=C1OC)OC)F)N1C(N(C2=C(C1)C=NC1=C2C=C(N1)CN1C(C=CC=C1)=O)CC)=O